2-(((S)-1-(((S)-1,1-bis(4-chlorophenyl)propan-2-yl)amino)-1-oxopropan-2-yl)carbamoyl)-4-methoxypyridin-3-yl acetate C(C)(=O)OC=1C(=NC=CC1OC)C(N[C@H](C(=O)N[C@H](C(C1=CC=C(C=C1)Cl)C1=CC=C(C=C1)Cl)C)C)=O